COC=1C=C(C=C(C1OC)OC)C=1C=CC(=NC1)NC1=NC(=NC2=CC=CC=C12)N1[C@@H](CCC1)C(=O)N (S)-1-(4-((5-(3,4,5-trimethoxyphenyl)pyridin-2-yl)amino)quinazolin-2-yl)pyrrolidine-2-carboxamide